(6-((2-fluorophenyl)methoxy)-2-naphthalenyl)methyl-2,4-thiazolidinedione FC1=C(C=CC=C1)COC=1C=C2C=CC(=CC2=CC1)CN1C(SCC1=O)=O